1-formyl-piperazine C(=O)N1CCNCC1